C(#N)C1=C(C(=CC=C1)C1=CC=CC=C1)C1=CC=CC=C1C(=O)O cyanobiphenyl-benzoic acid